C(C)(C)(C)C1CC2=C(N=C3N2C=C(C=C3C(F)(F)F)Cl)C(C1)=O 8-(tert-butyl)-2-chloro-4-(trifluoromethyl)-8,9-dihydrobenzo[4,5]imidazo[1,2-a]pyridin-6(7H)-one